(E)-5-bromo-2-(piperidin-4-ylmethylene)-2,3-dihydro-1H-inden-1-one BrC=1C=C2C\C(\C(C2=CC1)=O)=C/C1CCNCC1